C(C)OC(C1=CC(=C(C(=C1)F)[N+](=O)[O-])F)=O.C(C)OC(C1=CC(=C(C(=C1)NCCOC)[N+](=O)[O-])F)=O 3-Fluoro-5-((2-methoxyethyl)amino)-4-nitrobenzoic acid ethyl ester ethyl-3,5-difluoro-4-nitro-benzoate